ClC=1C(=C(C(=CC1)C(F)F)C1=CN=CC(=N1)C(=O)NC=1C=NN(C1)[C@@H](C)C=1C=NC(=NC1)N1[C@H]([C@H]2C[C@H]2C1)C#N)F 6-(3-chloro-6-(difluoromethyl)-2-fluorophenyl)-N-(1-((S)-1-(2-((1S,2R,5R)-2-cyano-3-azabicyclo[3.1.0]hexan-3-yl)pyrimidin-5-yl)ethyl)-1H-pyrazol-4-yl)pyrazine-2-carboxamide